(allyl)-3,5-diisopropyliodobenzene C(C=C)C1=C(C=C(C=C1C(C)C)C(C)C)I